6-Bromo-N-(2-methoxyethyl)-3-nitroquinolin-4-amine BrC=1C=C2C(=C(C=NC2=CC1)[N+](=O)[O-])NCCOC